C(C)NC1=NC(C(=C2N1C=CC(=C2)C(F)(F)F)C=2C=C(C=CC2)C)=O 1-(ethylamino)-4-(m-tolyl)-6-(trifluoromethyl)-3H-pyrido[1,2-c]pyrimidin-3-one